(((2R,3S,4R,5R)-5-(4-aminopyrrolo[2,1-f][1,2,4]triazin-7-yl)-5-cyano-4-hydroxy-3-(propionyloxy)tetrahydrofuran-2-yl)methoxy)methyl pivalate C(C(C)(C)C)(=O)OCOC[C@H]1O[C@@]([C@@H]([C@@H]1OC(CC)=O)O)(C#N)C1=CC=C2C(=NC=NN21)N